OCC1=CC=C(C=C1)C1=CN(C2=NC=C(C=C21)C2=CC=C(CN1CC(CCC1)O)C=C2)S(=O)(=O)C2=CC=C(C)C=C2 1-(4-(3-(4-(hydroxymethyl)phenyl)-1-tosyl-1H-pyrrolo[2,3-b]pyridin-5-yl)benzyl)piperidin-3-ol